C(C(=C)C)(=O)OC(C(F)(F)F)(C)F tetrafluoroisopropyl methacrylate